ClC1=C(C=C(N=N1)OC1C[C@H]2CC[C@@H](C1)N2N2C(N(N=CC2=O)C)=O)C(C)C ((1R,3S,5S)-3-((6-chloro-5-isopropylpyridazin-3-yl)oxy)-8-azabicyclo[3.2.1]octan-8-yl)-2-methyl-1,2,4-triazine-3,5(2H,4H)-dione